NOCC(=O)N[C@H](C(=O)NC(C(=O)N)CCCNC(=O)N)C(C)C 2-((S)-2-(2-(aminooxy)acetamido)-3-methylbutanamido)-5-ureidovaleramide